cyclohexyl 4-(bis(4H-benzo[d][1,3]dioxin-6-yl)methyl)piperazine-1-carboxylate O1COCC2=C1C=CC(=C2)C(N2CCN(CC2)C(=O)OC2CCCCC2)C2=CC1=C(OCOC1)C=C2